3,4-dimethylpyridine-2-formaldehyde CC=1C(=NC=CC1C)C=O